OC[C@H]1CN(C(O1)=O)C1=CC=C(C=C1)C1=CC=C(C=C1)S(=O)(=O)C (5R)-5-(hydroxymethyl)-3-[4'-(methanesulfonyl)[1,1'-biphenyl]-4-yl]-1,3-oxazolidin-2-one